3-Acetoxyazetidine C(C)(=O)OC1CNC1